BrC1=CN=C(C2=CN=C(C=C12)Cl)O[C@H]1C[C@H](C1)C(=O)O cis-3-((4-Bromo-6-chloro-2,7-naphthyridin-1-yl)oxy)cyclobutane-1-carboxylic acid